FC(CC[C@@H](CC=C)N=C=O)(F)F (S)-7,7,7-trifluoro-4-isocyanatohept-1-ene